2-((3-aminoadamantan-1-yl)amino)-1-(5,6-difluoroisoindolin-2-yl)ethan-1-one NC12CC3(CC(CC(C1)C3)C2)NCC(=O)N2CC3=CC(=C(C=C3C2)F)F